C1(CC1)[C@@H](OCNC(CNC(OCC1C2=CC=CC=C2C=2C=CC=CC12)=O)=O)C (S)-10-cyclopropyl-1-(9H-fluoren-9-yl)-3,6-dioxo-2,9-dioxa-4,7-diazaundecane